di-isononyldithiocarbamate C(CCCCCC(C)C)N(C([S-])=S)CCCCCCC(C)C